(R)-N-(3'-((3-((3-hydroxypyrrolidin-1-yl)methyl)-1,7-naphthyridin-8-yl)amino)-2,2'-dimethyl-[1,1'-biphenyl]-3-yl)-1-methyl-4,5,6,7-tetrahydro-1H-imidazo[4,5-c]pyridine-2-carboxamide O[C@H]1CN(CC1)CC=1C=NC2=C(N=CC=C2C1)NC=1C(=C(C=CC1)C1=C(C(=CC=C1)NC(=O)C=1N(C2=C(CNCC2)N1)C)C)C